FC1=CC=C(C=C1)N1N=CC=2C1=NC(=NC2NC(=O)C=2SC(=CC2)[N+](=O)[O-])C=2C=NC(=CC2)C N-(1-(4-fluorophenyl)-6-(6-methylpyridin-3-yl)-1H-pyrazolo[3,4-d]pyrimidin-4-yl)-5-nitrothiophene-2-carboxamide